3-(5-(2-Benzylmorpholino)-3-methyl-1H-pyrazolo[3,4-c]pyridin-1-yl)-2,6-difluoro-5-(trifluoromethyl)phenol C(C1=CC=CC=C1)C1OCCN(C1)C=1C=C2C(=CN1)N(N=C2C)C=2C(=C(C(=C(C2)C(F)(F)F)F)O)F